4-{8-Amino-3-[(6'S,8a'R)-1',1'-difluoro-3'-oxohexahydrospiro[cyclopropan-1,2'-indolizin]-6'-yl]imidazo[1,5-a]pyrazin-1-yl}-3-methoxy-N-[4-(trifluoromethyl)pyridin-2-yl]benzamid NC=1C=2N(C=CN1)C(=NC2C2=C(C=C(C(=O)NC1=NC=CC(=C1)C(F)(F)F)C=C2)OC)[C@@H]2CN1C(C3(C([C@H]1CC2)(F)F)CC3)=O